trimethyl-2-hydroxyethanaminium CC(C([NH3+])(C)C)O